C(#N)C1=CC=C(C=C1)N1CCNCC1 1-(4-cyanophenyl)-piperazine